C(C1=CC=CC=C1)N[C@H]1C[C@H]([C@H](CC1)O)C |r| rac-(1s,2r,4r)-4-(benzylamino)-2-methylcyclohexane-1-ol